CC1(COC1)CN(C1CCNCC1)C1=CC=CC=C1 N-((3-methyloxetan-3-yl)methyl)-N-phenylpiperidin-4-amine